ClC1=CN(C2=CC=C(C=C12)C=O)C1=NOC(=N1)C1=C(C=C(C=C1)OC(C)C)Cl 3-chloro-1-(5-(2-chloro-4-isopropoxyphenyl)-1,2,4-oxadiazol-3-yl)-1H-indole-5-carbaldehyde